tert-butyl ((3S,6S)-6-((S)-1-(4-fluorophenyl)-1,2,3,4-tetrahydroisoquinoline-2-carbonyl)-4-hydroxytetrahydro-2H-pyran-3-yl)carbamate FC1=CC=C(C=C1)[C@@H]1N(CCC2=CC=CC=C12)C(=O)[C@@H]1CC([C@H](CO1)NC(OC(C)(C)C)=O)O